(5-aminopyridin-2-yl)(3-fluoroazetidin-1-yl)methanone NC=1C=CC(=NC1)C(=O)N1CC(C1)F